(2R,3S,4S,5S)-4-(acetyloxy)-5-{4-acetamidopyrrolo[2,1-f][1,2,4]triazin-7-yl}-2-fluoro-2-(iodomethyl)-4-methyloxolan-3-yl acetate C(C)(=O)O[C@@H]1[C@](O[C@H]([C@]1(C)OC(C)=O)C1=CC=C2C(=NC=NN21)NC(C)=O)(CI)F